BrC=1C=C(C(=NC1)C(C)O)Cl 1-(5-bromo-3-chloropyridin-2-yl)ethan-1-ol